(((R)-1-(3-(pentafluorosulfanyl)phenyl)ethyl)amino)pyrido[4,3-d]pyrimidin-7(6H)-one FS(C=1C=C(C=CC1)[C@@H](C)NC=1N=CC=2C(N1)=CC(NC2)=O)(F)(F)(F)F